C1(=CCCCC1)C1C2C3C4C=CC(C3C(C1)C2)C4 9-cyclohexenyl-tetracyclo[6.2.1.13,6.02,7]dodec-4-ene